FC1=C(C=CC=C1C(F)(F)F)[C@@H](C)NC=1C2=C(N=CN1)C1(C(N(C2)[C@@H]2C[C@H](OCC2)C)=O)CN(C1)C 4'-((R)-1-(2-fluoro-3-(trifluoromethyl)phenyl)ethylamino)-1-methyl-6'-((2R,4S)-2-methyltetrahydro-2H-pyran-4-yl)-5'H-spiro[azetidine-3,8'-pyrido[4,3-d]pyrimidin]-7'(6'H)-one